C1(CCCC1)ONC(C(=O)C=1C=C(N(C1)C)C(=O)NC1=CC(=C(C=C1)F)F)=O 4-(2-((cyclopentyloxy)amino)-2-oxoacetyl)-N-(3,4-difluorophenyl)-1-methyl-1H-pyrrole-2-carboxamide